ethyl 2-(2-acetyl-3-oxo-1H-isoindol-1-yl)acetate C(C)(=O)N1C(C2=CC=CC=C2C1=O)CC(=O)OCC